(1R,2S,4R)-born-2-ylamine [C@]12([C@H](C[C@@H](CC1)C2(C)C)N)C